C(C)(C)(C)OC(=O)N(C(OC(C)(C)C)=O)C1=NC(=CN=C1Cl)SC1=C(C(=NC=C1)NCC1=CC=C(C=C1)OC)Cl tert-butyl (tert-butoxycarbonyl)(3-chloro-6-((3-chloro-2-((4-methoxybenzyl)amino)pyridin-4-yl)thio)pyrazin-2-yl)carbamate